COC([C@H](CC(C)C)N=[N+]=[N-])=O (S)-2-azido-4-methylpentanoic acid methyl ester